ClC1=CC(=C(C(=C1)C)C=1N(C=2C(=NC(=CC2)NC2C(CN(C2)C(=O)OC(C)(C)C)(F)F)N1)C)OC tert-Butyl 4-[[2-(4-chloro-2-methoxy-6-methyl-phenyl)-1-methyl-imidazo[4,5-b]pyridin-5-yl]amino]-3,3-difluoro-pyrrolidine-1-carboxylate